ClC=1C=C(C=CC1C#N)S(=O)(=O)N1CCC2(CC(CO2)NC[C@@H](COC=2C=C(C=CC2)S(=O)(=O)NC)O)CC1 3-((2S)-3-(8-(3-chloro-4-cyanophenylsulfonyl)-1-oxa-8-azaspiro[4.5]decan-3-ylamino)-2-hydroxypropoxy)-N-methylbenzenesulfonamide